C(C1=CC=CC=C1)NCCO[Si](C)(C)C(C)(C)C N-benzyl-2-{[tert-butyl(dimethyl)silyl]oxy}ethanamine